OC=1C(=C(C=C(C1)C1OC2=CC(=CC(=C2CC1O)O)O)[O-])OC 3-hydroxy-2-methoxy-5-(3,5,7-trihydroxy-3,4-dihydro-2H-chromen-2-yl)phenolate